N-((3R,4S)-4-((2-(2,6-dichloro-3,5-dimethoxyphenyl)-4-(4-hydroxy-4-methyl-piperidin-1-yl)pyrido[3,4-d]pyrimidin-6-yl)amino)tetrahydrofuran-3-yl)acrylamide ClC1=C(C(=C(C=C1OC)OC)Cl)C=1N=C(C2=C(N1)C=NC(=C2)N[C@H]2[C@H](COC2)NC(C=C)=O)N2CCC(CC2)(C)O